2-(benzylthio)-3-methoxypyrazine C(C1=CC=CC=C1)SC1=NC=CN=C1OC